cis-2-((2-oxo-2-(piperidin-1-yl)ethyl)thio)-3a,4,5,6,7,7a-hexahydro-1H-benzo[d]imidazol-3-ium chloride [Cl-].O=C(CSC1=[NH+][C@H]2[C@@H](N1)CCCC2)N2CCCCC2